(5S,6R,9S)-N-(3,4-dichlorophenyl)-3,5-difluoro-6,7,8,9-tetrahydro-5H-6,9-epiminocyclohepta[c]pyridine-10-carboxamide ClC=1C=C(C=CC1Cl)NC(=O)N1[C@H]2[C@H](C3=C(C=NC(=C3)F)[C@@H]1CC2)F